CC=1C=CC=C2C(=CN=NC12)NC1=NC(=NC=C1)NC1=CC=C(C=C1)N1CCOCC1 N4-(8-methylcinnolin-4-yl)-N2-(4-morpholinylphenyl)pyrimidine-2,4-diamine